ClC1=C(C=NN1C)NC1=NC=CC(=N1)C1=NC(=CC=C1)[Sn](CCCC)(CCCC)CCCC N-(5-Chloro-1-methyl-1H-pyrazol-4-yl)-4-(6-(tributylstannyl)pyridin-2-yl)pyrimidin-2-amine